diethylmethylketoxime C(C)C(CC)C(=NO)C(CC)CC